N1(C=NC2=C1C=CC=C2)C2=CC=C(C=C2)NC(=O)NC2=NNC(=C2)C 1-(4-benzimidazol-1-yl-phenyl)-3-(5-methyl-1H-pyrazol-3-yl)-urea